3-((3-Exo)-3-((4-((5-methyl-1H-pyrazol-3-yl)amino)-6-(1-methyl-1H-pyrazol-4-yl)pyrimidin-2-yl)amino)-9-azabicyclo[3.3.1]nonan-9-yl)propionitrile CC1=CC(=NN1)NC1=NC(=NC(=C1)C=1C=NN(C1)C)NC1CC2CCCC(C1)N2CCC#N